Cl.COC([C@H](CCC1=NN=NN1CCC#N)N)=O (2S)-2-amino-4-[1-(2-cyanoethyl)-1H-1,2,3,4-tetrazol-5-yl]butanoic acid methyl ester hydrochloride